C(C)(C)(C)OC(=O)N1C[C@@H](N(CC1)CCCCO)C (3S)-4-(4-hydroxybutyl)-3-methyl-piperazine-1-carboxylic acid tert-butyl ester